[Si](C1=CC=CC=C1)(C1=CC=CC=C1)(C(C)(C)C)OC[C@@H](N(C([2H])([2H])[2H])C(=O)C1(CCC(CC1)(F)F)C1=CC=C(C=C1)OC)C(=O)NC1=CC=C2C(=N1)C=NN2C(=O)OC(C)(C)C tert-Butyl 5-({O-[tert-butyl(diphenyl)silyl]-N-{[4,4-difluoro-1-(4-methoxyphenyl)cyclohexyl]carbonyl}-N-(2H3)methyl-D-seryl}amino)-1H-pyrazolo[4,3-b]pyridine-1-carboxylate